5-(1-(tert-Butoxycarbonyl)piperidin-4-yl)-2-(7,8-dimethyl-[1,2,4]triazolo[1,5-a]pyridin-6-yl)-3-isopropyl-1H-indole-1-carboxylic acid ethyl ester C(C)OC(=O)N1C(=C(C2=CC(=CC=C12)C1CCN(CC1)C(=O)OC(C)(C)C)C(C)C)C=1C(=C(C=2N(C1)N=CN2)C)C